ClC1=C2CCN(CC2=CC=C1)C(=O)C=1C(=C2CN(C(C2=CC1F)=O)C1C(NC(CC1)=O)=O)F 3-(5-(5-chloro-1,2,3,4-tetrahydroisoquinoline-2-carbonyl)-4,6-difluoro-1-oxoisoindolin-2-yl)piperidine-2,6-dione